ethyl [2-(3-aminooxetan-3-yl)-5-bromophenyl]acetate monohydrochloride Cl.NC1(COC1)C1=C(C=C(C=C1)Br)CC(=O)OCC